N,N'-Bis-(3-aminopropyl)-ethylenediamin NCCCNCCNCCCN